1-[3-[4-[3-[3-amino-6-(2-hydroxyphenyl)pyridazin-4-yl]-3,8-diazabicyclo[3.2.1]oct-8-yl]-2-pyridinyl]prop-2-ynyl]-5-methylazepin-4-ol NC=1N=NC(=CC1N1CC2CCC(C1)N2C2=CC(=NC=C2)C#CCN2C=CC(=C(C=C2)C)O)C2=C(C=CC=C2)O